C(C)(C)(C)OC(N[C@H](C(=O)N)C)=O (S)-(1-amino-1-oxoprop-2-yl)carbamic acid tert-butyl ester